ClC[SiH](OC)OC Chloromethyl-dimethoxysilane